C(#N)C=1C=NC(=NC1)N[C@H](C(=O)O)CCN(CCCCC1=NC=2NCCCC2C=C1)CCCF (S)-2-((5-cyanopyrimidin-2-yl)amino)-4-((3-fluoropropyl)(4-(5,6,7,8-tetrahydro-1,8-naphthyridin-2-yl)butyl)amino)butanoic acid